C(CCCCC\C=C/CCCCCCCC)=O Z-7-hexadecenal